3-((2R,4S,5R)-4-hydroxy-5-(hydroxymethyl)tetrahydrofuran-2-yl)dihydropyrimidine-2,4(1H,3H)-dione O[C@H]1C[C@@H](O[C@@H]1CO)N1C(NCCC1=O)=O